ClC1=C(N=C(C=N1)N)N 6-chloro-3,5-diaminopyrazine